2-(cyclopropylmethoxy)-8-(4-(difluoromethoxy)phenyl)-6-(2-methyl-2H-indazol-5-yl)pteridin-7(8H)-one C1(CC1)COC1=NC=2N(C(C(=NC2C=N1)C1=CC2=CN(N=C2C=C1)C)=O)C1=CC=C(C=C1)OC(F)F